IC1=NN(C=C1)C(CCO)(C)C 3-(3-iodopyrazol-1-yl)-3-methyl-butan-1-ol